COC(C(C(=O)OC)CC(=O)C1=CC=C(C=C1)OC(F)F)=O {2-[4-(difluoromethoxy)phenyl]-2-oxoethyl}malonic acid dimethyl ester